(R)-4-(2-Cyclopropyl-6-(6-(2,3-dihydroxypropoxy)-1-oxoisoindolin-2-yl)pyridin-4-yl)-3-(4-methyl-4H-1,2,4-triazol-3-yl)benzonitrile C1(CC1)C1=NC(=CC(=C1)C1=C(C=C(C#N)C=C1)C1=NN=CN1C)N1C(C2=CC(=CC=C2C1)OC[C@@H](CO)O)=O